ClC=1C=C(C=CC1C)C(CCCOB([O-])[O-])(C1=CC(=C(C=C1)C)Cl)C1=CC(=C(C=C1)C)Cl.C(C1=CC=CC=C1)[N+](C)(C)CCCCCCCCCCCCCCCC.C(C1=CC=CC=C1)[N+](C)(C)CCCCCCCCCCCCCCCC N-benzyl-N,N-dimethylhexadecylammonium tris(3-chloro-4-methylphenyl)butylborate